COC1=C(C=CC=C1)C1=C2C=CN(C(C2=CN=C1)=O)CC=1N=C2N(C=C(C=C2)C)C1 5-(2-methoxyphenyl)-2-((6-methylimidazo[1,2-a]pyridin-2-yl)methyl)-2,7-naphthyridin-1(2H)-one